1-Butyl-5-(diaminomethylene)-3-((5S,7s,10S)-1-(2-hydroxy-2-methylpropyl)-3-methyl-2,4-dioxo-1,3-diazadispiro[4.1.57.15]tridecan-10-yl)pyrimidine-2,4,6(1H,3H,5H)-trione C(CCC)N1C(N(C(C(C1=O)=C(N)N)=O)C1CCC2(CC3(C(N(C(N3CC(C)(C)O)=O)C)=O)C2)CC1)=O